4-[(3-nitrophenyl)-diazenyl]phenol [N+](=O)([O-])C=1C=C(C=CC1)N=NC1=CC=C(C=C1)O